6-(6-(tert-butyl)imidazo[1,2-a]pyrazin-3-yl)-4-fluoro-N-((3S,4S)-4-fluoropyrrolidin-3-yl)pyridin-2-amine C(C)(C)(C)C=1N=CC=2N(C1)C(=CN2)C2=CC(=CC(=N2)N[C@H]2CNC[C@@H]2F)F